2'-chloro-N-(5-(2-hydroxy-2-methylpropoxy)-1,3,4-thiadiazol-2-yl)-5'-methoxy-6-methyl-(4,4'-bipyridine)-3-carboxamide ClC1=NC=C(C(=C1)C1=C(C=NC(=C1)C)C(=O)NC=1SC(=NN1)OCC(C)(C)O)OC